CN1C(=C(C=C1C(=O)N)OC(CCC)C1=CC=CC=C1)C(=O)N methyl-3-(1-phenylbutoxy)-1H-pyrrole-2,5-dicarboxamide